(S)-1-(2-((2R,5R)-2-(((3R,5R)-3,5-dimethylmorpholino)methyl)-5-methylpiperazin-1-yl)acetyl)-7-(4-fluorobenzyl)-2-methyl-2,3-dihydro-1H-pyrido[2,3-b][1,4]oxazine-6-carboxamide C[C@@H]1COC[C@H](N1C[C@@H]1N(C[C@H](NC1)C)CC(=O)N1C2=C(OC[C@@H]1C)N=C(C(=C2)CC2=CC=C(C=C2)F)C(=O)N)C